(P)-3-chloro-4-((4-fluoropyridin-3-yl)methoxy)-6''-(2-hydroxypropan-2-yl)-3'',5',6-trimethyl-2H-[1,4':2',2''-terpyridin]-2-one ClC=1C(N(C(=CC1OCC=1C=NC=CC1F)C)C1=CC(=NC=C1C)C1=NC(=CC=C1C)C(C)(C)O)=O